C(C)(C)(C)OC(=O)N1CCC(CC1)N1N=NC(=C1C)C=1C=C(C=2N(C1)N=CC2C#N)O[C@H](C)C=2N=C(SC2)C.CN2N=C(C(=C2C=2C=CC=NC2)C)C 5-(1,3,4-trimethyl-1H-pyrazol-5-yl)pyridine tert-Butyl-4-[4-[3-cyano-4-[(1R)-1-(2-methylthiazol-4-yl)ethoxy]pyrazolo[1,5-a]pyridin-6-yl]-5-methyl-triazol-1-yl]piperidine-1-carboxylate